4-[[(1R)-2-[5-(2-fluoro-3-methoxyphenyl)-3-[[2-fluoro-6-(trifluoromethyl)phenyl]methyl]-3,6-dihydro-4-methyl-2,6-dioxa-1(2H)-pyrimidinyl]-1-phenylethyl]amino]butanoic acid FC1=C(C=CC=C1OC)C1=C(N(ON(O1)C[C@@H](C1=CC=CC=C1)NCCCC(=O)O)CC1=C(C=CC=C1C(F)(F)F)F)C